Cl.C1(=NCCC12CCNCC2)N 2,8-Diazaspiro[4.5]dec-1-en-1-amine hydrochloride